4-chloro-2-((1-(methylsulfonyl)piperidin-4-yl)amino)pyrimidine-5-carbonitrile ClC1=NC(=NC=C1C#N)NC1CCN(CC1)S(=O)(=O)C